[6-13C]L-lysine N[C@@H](CCC[13CH2]N)C(=O)O